C(C)(C)(C)OC(=O)N1CCC(CC1)CSC1=C(C=C(C=C1)S(N)(=O)=O)F 4-[(2-fluoro-4-sulfamoylphenyl)thiomethyl]piperidine-1-carboxylic acid tert-butyl ester